methyl-t-butyl hydroperoxide CCC(C)(C)OO